N1=NN=C2C=CC=C12.[Na] sodium triazapentalene